BrCC1=C(C=CC=C1)OC (bromomethyl)-2-methoxybenzene